3-[[4-[2,6-bis(tridecylmethyl)phenyl]-6-chloro-pyrimidin-2-yl]sulfamoyl]benzoic acid C(CCCCCCCCCCCC)CC1=C(C(=CC=C1)CCCCCCCCCCCCCC)C1=NC(=NC(=C1)Cl)NS(=O)(=O)C=1C=C(C(=O)O)C=CC1